N-methylpyridin-3-carboxamid CNC(=O)C=1C=NC=CC1